C(CCC)C=1C=CC(=NC1)C(=O)NC1=CC=C(C=C1)F 5-butyl-N-(4-fluorophenyl)picolinamide